1,3-dichlorocyclohexane ClC1CC(CCC1)Cl